2-(6-(5,5-Dimethyl-6,7-dihydro-5H-pyrrolo[2,1-c][1,2,4]triazol-3-yl)pyridin-2-yl)-4-((methylamino)methyl)-6-(4-methylpiperazin-1-yl)-2,3-dihydro-1H-pyrrolo[3,4-c]pyridin-1-one CC1(CCC2=NN=C(N21)C2=CC=CC(=N2)N2CC=1C(=NC(=CC1C2=O)N2CCN(CC2)C)CNC)C